COC=1C=C2CCCN(C2=CC1)S(=O)(=O)C=C 6-methoxy-1-(vinylsulfonyl)-1,2,3,4-tetrahydroquinoline